5-[(3,4-dichlorophenyl)methylamino]-3-(2-ethoxyethyl)-1-methyl-6H-pyrazolo[4,3-d]pyrimidin-7-one ClC=1C=C(C=CC1Cl)CNC=1NC(C2=C(N1)C(=NN2C)CCOCC)=O